Methylen-bis(6-(2H-benzotriazol-2-yl)-4-(1,1,3,3-tetramethyl-butyl)phenol) C(C1=C(C(=CC(=C1)C(CC(C)(C)C)(C)C)N1N=C2C(=N1)C=CC=C2)O)C2=C(C(=CC(=C2)C(CC(C)(C)C)(C)C)N2N=C1C(=N2)C=CC=C1)O